ethyl i-amyl fumarate C(\C=C\C(=O)OCCC(C)C)(=O)OCC